ClC1=NC2=C(C=C(C(=C2C(=N1)N1CC(CCC1)(F)F)OC)F)F 2-chloro-4-(3,3-difluoropiperidin-1-yl)-6,8-difluoro-5-methoxyquinazoline